Br.NC1COC2=C(C=C(C=C2C1)C(F)(F)F)O 3-amino-6-(trifluoromethyl)chroman-8-ol hydrobromide